C1(CCCC1)C(=O)N1CCC(CC1)OC1=C(C=C(C=C1)NC=1C2=C(N=CN1)C=NC(=C2)N2CCN(CC2)C(=O)OC(C)(C)C)C tert-butyl 4-[4-({4-[(1-cyclopentanecarbonylpiperidin-4-yl)oxy]-3-methylphenyl}amino)pyrido[3,4-d]pyrimidin-6-yl]piperazine-1-carboxylate